BrC=1C=C(C(=NC1)OCCN(C(OC(C)(C)C)=O)CCF)NS(=O)(=O)C tert-Butyl (2-((5-bromo-3-(methylsulfonamido)pyridin-2-yl)oxy)ethyl)(2-fluoroethyl)carbamate